5-(5-fluoro-2-{[(3S)-3-(morpholin-4-ylmethyl)-3,4-dihydroisoquinolin-2(1H)-yl]carbonyl}phenyl)-N-(4-hydroxyphenyl)-N-(2-methoxypyrimidin-5-yl)-1,2-dimethyl-1H-pyrrole-3-carboxamide FC=1C=CC(=C(C1)C1=CC(=C(N1C)C)C(=O)N(C=1C=NC(=NC1)OC)C1=CC=C(C=C1)O)C(=O)N1CC2=CC=CC=C2C[C@H]1CN1CCOCC1